C1=CC=C2C(=C1)C=C(C3=CC=CC=C23)O The molecule is a phenanthrol that is phenanthrene in which a hydrogen attached to a carbon in the central ring has been replaced by a hydroxy group. It has a role as a TRPM4 channel inhibitor. It derives from a hydride of a phenanthrene.